N-{2-[(4-{4-[(1S)-1-{[7-oxo-8-(propan-2-yl)-7,8-dihydropyrido[2,3-d]pyrimidin-2-yl]amino}ethyl]phenyl}tetrahydro-2H-pyran-4-yl)(trifluoroacetyl)amino]ethyl}prop-2-enamid O=C1C=CC2=C(N=C(N=C2)N[C@@H](C)C2=CC=C(C=C2)C2(CCOCC2)N(CCNC(C=C)=O)C(C(F)(F)F)=O)N1C(C)C